(1S,3S,4S)-N-[(1R)-1-cyano-2-[(3R)-2-oxopyrrolidin-3-yl]ethyl]-2-[2-(3,5-dichlorophenyl)-2,2-difluoro-acetyl]-5,5-difluoro-2-azabicyclo[2.2.2]octane-3-carboxamide C(#N)[C@@H](C[C@@H]1C(NCC1)=O)NC(=O)[C@H]1N([C@@H]2CC([C@H]1CC2)(F)F)C(C(F)(F)C2=CC(=CC(=C2)Cl)Cl)=O